3,3,3-trifluoro-2-(1H-pyrrol-2-yl)propan-1-ol FC(C(CO)C=1NC=CC1)(F)F